(S)-1-(tert-butoxycarbonyl)-3-methylpyrrolidine-3-carboxylic acid C(C)(C)(C)OC(=O)N1C[C@](CC1)(C(=O)O)C